6-chloro-4-((4-(trifluoromethyl)cyclohexyl)oxy)picolinonitrile ClC1=CC(=CC(=N1)C#N)OC1CCC(CC1)C(F)(F)F